C(C)(C)(C)OC(=O)N1CCN(CC1)C1=C(C(=NC2=C(C=CC=C12)O)O[C@@H]1CN(C[C@H]1OC)C)C#N 4-(3-cyano-8-hydroxy-2-(((3R,4R)-4-methoxy-1-methylpyrrolidin-3-yl)oxy)quinolin-4-yl)piperazine-1-carboxylic acid tert-butyl ester